C(C)OC1=C(N=C2N1C=C(C=C2)C(=O)NC=2N=NC(=CC2)N2CCN(CC2)C)C ethoxy-2-methyl-N-(6-(4-methylpiperazin-1-yl)pyridazin-3-yl)imidazo[1,2-a]pyridine-6-carboxamide